pyrazino[1',2':1,6]pyrido[3,4-b]indole-1,4-dione C1(N=CC(N2C=C3N=C4C=CC=CC4=C3C=C21)=O)=O